7-(2-((2-ethyl-4-morpholinophenyl)amino)-5-(trifluoromethyl)pyrimidin-4-yl)-4-methyl-3,4-dihydrothieno[2,3-f][1,4]thiazepine-5(2H)-thione 1,1-dioxide C(C)C1=C(C=CC(=C1)N1CCOCC1)NC1=NC=C(C(=N1)C1=CC2=C(C(N(CCS2(=O)=O)C)=S)S1)C(F)(F)F